C(N)(=N)C=1C=C(SC1)CNC(=O)[C@H]1N(CC2(CC2)C1)C(CNC(CCCOC1=CC=CC=C1)=O)=O (6S)-N-[(4-carbamimidoylthiophen-2-yl)methyl]-5-[2-(4-phenoxy-butanamido)-acetyl]-5-azaspiro[2.4]heptane-6-carboxamide